(4-benzylsulfanyl-2-methyl-phenyl)-4-(3-isopropyl-2-methyl-imidazol-4-yl)pyrimidin-2-amine C(C1=CC=CC=C1)SC1=CC(=C(C=C1)C=1C(=NC(=NC1)N)C=1N(C(=NC1)C)C(C)C)C